(R)-N-(2-(4-cyanothiazolidin-3-yl)-2-oxoethyl)-6-(pyrimidin-5-yl)-quinolin C(#N)[C@H]1N(CSC1)C(CN1CC=CC2=CC(=CC=C12)C=1C=NC=NC1)=O